O\N=C/1\CCC2=C(C=CC=C12)C1=NOC(=N1)C=1C=CC(=C(C#N)C1)OC(C)C (Z)-5-(3-(1-(hydroxyimino)-2,3-dihydro-1H-inden-4-yl)-1,2,4-oxadiazol-5-yl)-2-isopropoxybenzonitrile